6-amino-3-ethyl-1-methyl-1H-imidazo[4,5-b]pyridin-2(3H)-one NC=1C=C2C(=NC1)N(C(N2C)=O)CC